CS(=O)C1CCNCC1 4-(methylsulfinyl)piperidin